2-[9-(3-amino-3-oxo-propyl)-11-ethyl-1,9-diazatricyclo[6.3.1.04,12]dodeca-2,4(12),5,7-tetraen-2-yl]-7-methoxy-1-methyl-benzimidazole-5-carboxylic acid methyl ester COC(=O)C1=CC2=C(N(C(=N2)C=2N3C(CN(C4=CC=CC(C2)=C34)CCC(=O)N)CC)C)C(=C1)OC